4'-hydroxy-[1,1'-biphenyl]-4-carbonitrile OC1=CC=C(C=C1)C1=CC=C(C=C1)C#N